Fmoc-C1-chloroformate C(=O)(OCC1C2=CC=CC=C2C2=CC=CC=C12)OC(=O)Cl